Cl.BrC=1SC=C(N1)[C@H]1[C@@H](C1)N Trans-2-(2-bromothiazol-4-yl)cyclopropanamine Hydrochloride